4-[[5-bromo-1-(4-piperidyl)pyrazol-4-yl]methylamino]-2-(2,6-dioxo-3-piperidyl)isoindoline-1,3-dione hydrochloride Cl.BrC1=C(C=NN1C1CCNCC1)CNC1=C2C(N(C(C2=CC=C1)=O)C1C(NC(CC1)=O)=O)=O